3,5-difluoro-4-[1-(1-[[2-(trimethylsilyl)ethoxy]methyl]imidazol-2-yl)imidazo[1,5-a]pyridin-6-yl]pyridin-2-yl-2-methoxypyridine-3-sulfonamide FC=1C(=NC=C(C1C=1C=CC=2N(C1)C=NC2C=2N(C=CN2)COCC[Si](C)(C)C)F)C2=C(C(=NC=C2)OC)S(=O)(=O)N